FC1(CCN(CC1)C=1SC=C(N1)C(=O)NC1=C(C=C(C=C1)NS(=O)(=O)CCO)N1CCC2(CC2)CC1)F 2-(4,4-difluoropiperidin-1-yl)-N-(4-((2-hydroxyethyl)sulfonylamino)-2-(6-azaspiro[2.5]oct-6-yl)phenyl)thiazole-4-carboxamide